C(C)N1N=C(C(=C1C1=NN=CN1CC1=CC=C(C=C1)OC)F)C (1-ethyl-4-fluoro-3-methyl-1H-pyrazol-5-yl)-4-[(4-methoxyphenyl)methyl]-4H-1,2,4-triazole